[1-[(1R)-1-[(1R,2R)-2-[[2,2-dimethyl-6-(trifluoromethoxy)chroman-4-yl]carbamoyl]cyclopropyl]-3-methoxy-propyl]-4,4-dimethyl-6-oxo-hexahydropyrimidin-2-ylidene]ammonium CC1(OC2=CC=C(C=C2C(C1)NC(=O)[C@H]1[C@@H](C1)[C@@H](CCOC)N1C(NC(CC1=O)(C)C)=[NH2+])OC(F)(F)F)C